N(=O)N(CC(=O)O)C=1C=NC(=CC1)C(F)(F)F 2-(nitroso(6-(trifluoromethyl)pyridin-3-yl)amino)acetic acid